Trimethyl-1,3-propanediol CC(C(O)(C)C)CO